NC1=NC(=CC2=C1C(NN=C2CCl)=O)C=2C=NN(C2C2=C(C#N)C(=CC(=C2F)Cl)OC2CC2)C 2-(4-(5-amino-1-(chloromethyl)-4-oxo-3,4-dihydropyrido[3,4-d]pyridazin-7-yl)-1-Methyl-1H-pyrazol-5-yl)-4-chloro-6-cyclopropoxy-3-fluorobenzonitrile